NC=1C(=C(C=CC1)N1CCN2C1=C(C1=C2N=CN=C1NC(C)=O)C1=CC(=C(C=C1)O)F)F N-[6-(3-Amino-2-fluorophenyl)-5-(3-fluoro-4-hydroxyphenyl)-7,8-dihydro-6H-imidazo[2',1':5,1]pyrrolo[2,3-d]pyrimidin-4-yl]acetamide